(S)-(+)-2-amino-4-bromobutyric acid N[C@H](C(=O)O)CCBr